prostanoic Acid C(CCCCCC[C@H]1CCC[C@@H]1CCCCCCCC)(=O)O